2-[(Z)-[4-amino-8-(cis-4-aminocyclohexoxy)-5,5-dimethyl-benzo[h]quinazolin-6-ylidene]amino]oxyethanol NC1=NC=NC=2C3=C(\C(\C(C12)(C)C)=N/OCCO)C=C(C=C3)O[C@@H]3CC[C@@H](CC3)N